6-(3-chloro-6-(difluoromethyl)-2-fluorophenyl)-N-(1-((6-methyl-5-((1r,5s)-2-oxo-3-azabicyclo[3.1.0]hex-3-yl)pyrazin-2-yl)methyl)-1H-pyrazol-4-yl)pyrazine-2-carboxamide ClC=1C(=C(C(=CC1)C(F)F)C1=CN=CC(=N1)C(=O)NC=1C=NN(C1)CC1=NC(=C(N=C1)N1C([C@@H]2C[C@@H]2C1)=O)C)F